N,2-dimethyl-N-(3,4,5-trimethoxyphenyl)quinolin-4-amine CN(C1=CC(=NC2=CC=CC=C12)C)C1=CC(=C(C(=C1)OC)OC)OC